6-Chloro-N-[(3S)-1-methylpyrrolidin-3-yl]-2-{4-[4-(pyridin-4-ylmethyl)piperazin-1-yl]phenyl}-3H-imidazo[4,5-b]pyridin-7-amine ClC=1C(=C2C(=NC1)NC(=N2)C2=CC=C(C=C2)N2CCN(CC2)CC2=CC=NC=C2)N[C@@H]2CN(CC2)C